(2S)-4-hydroxy-1-[6-(1-octylnonyloxy)-6-oxo-hexyl]pyrrolidine-2-carboxylic acid [8-(1-octylnonyloxy)-8-oxo-octyl] ester C(CCCCCCC)C(CCCCCCCC)OC(CCCCCCCOC(=O)[C@H]1N(CC(C1)O)CCCCCC(=O)OC(CCCCCCCC)CCCCCCCC)=O